ClC=1C=C(C(=O)NC23CC(C2)(C3)[C@@H](C)NC(C3=CC=C(C=C3)F)=O)C=CC1Cl |r| racemic-3,4-dichloro-N-(3-(1-(4-fluorobenzamido)ethyl)bicyclo[1.1.1]pentan-1-yl)benzamide